BrC=1NC2=NC=NC(=C2N1)N[C@H](CC)C=1OC2=CC=CC=C2C(C1C1=CC(=CC=C1)F)=O (R)-2-(1-((8-bromo-9H-purin-6-yl)amino)propyl)-3-(3-fluorophenyl)-4H-chromen-4-one